Cl.CNCCC(OC1=CC=CC=2OCOC21)C2=CC=CC=C2 N-methyl-3-phenyl-3-[(benzo[d][1,3]-dioxol-4-yl)oxy]propanamine hydrochloride